(±)-2,2-bis(diphenylphosphino)-1,1'-binaphthalene C1(=CC=CC=C1)P(C1(C(=C2C=CC=CC2=CC1)C1=CC=CC2=CC=CC=C12)P(C1=CC=CC=C1)C1=CC=CC=C1)C1=CC=CC=C1